tert-butyl 5-(4-fluorophenyl)-1,3,4,5-tetrahydro-2H-pyrido[4,3-b]indole-2-carboxylate FC1=CC=C(C=C1)N1C2=C(C=3C=CC=CC13)CN(CC2)C(=O)OC(C)(C)C